F[C@H]1[C@H](C1)C(=O)NC1=NC=NC(=C1)N1C(=NC=C1)NC=1C=NC(=CC1C)C(CC)O (1R,2R)-2-fluoro-N-(6-(2-(6-(1-hydroxypropyl)-4-methylpyridin-3-ylamino)-1H-imidazol-1-yl)pyrimidin-4-yl)cyclopropanecarboxamide